tert-butyl 4-[[4-(4-aminobutyl)piperazin-1-yl]methyl]piperidine-1-carboxylate NCCCCN1CCN(CC1)CC1CCN(CC1)C(=O)OC(C)(C)C